(5-(2-methylthiazol-4-yl)-4,5-dihydro-1H-pyrazol-1-yl)methanone CC=1SC=C(N1)C1CC=NN1C=O